C(C(C)C)NC=1C=C(C=2N(C1)N=CC2C#N)OCC2=CC=C(C=C2)OC 6-(isobutylamino)-4-((4-methoxybenzyl)oxy)pyrazolo[1,5-a]Pyridine-3-carbonitrile